CC1CC=CC2=CC=CC=C12 1-methyl-1H-naphthalene